F\C(=C/C=1C=C(C=NC1C)C(=O)N[C@@H]1[C@H](CCCC1)O)\C=1C=NC=C(C1)NC1COC1 5-[(Z)-2-fluoro-2-{5-[(oxetan-3-yl)amino]pyridin-3-yl}vinyl]-N-[(1S,2S)-2-hydroxycyclohexyl]-6-methylpyridin-3-carboxamide